8-benzyl-2-((4-(4-methylpiperazin-1-yl)phenyl)amino)-7-oxo-7,8-dihydropyrido[2,3-d]pyrimidine-6-carbonitrile C(C1=CC=CC=C1)N1C(C(=CC2=C1N=C(N=C2)NC2=CC=C(C=C2)N2CCN(CC2)C)C#N)=O